(S)-3-(5-bromo-3-((2-(2-ethoxy-2-oxoethyl)phenoxy)methyl)-1H-indazol-1-yl)pyrrolidine-1-carboxylic acid tert-butyl ester C(C)(C)(C)OC(=O)N1C[C@H](CC1)N1N=C(C2=CC(=CC=C12)Br)COC1=C(C=CC=C1)CC(=O)OCC